5-hydroxy-1-methylimidazole-2,4-dione OC1C(NC(N1C)=O)=O